OC1=C(C(=CC(=C1)CCCCC)O)C1=C2CC(N(C2=CC=C1)C)=O 4-(2,6-Dihydroxy-4-pentylphenyl)-1-methylindolin-2-one